BrC1=C2CCCCC2=C(C=C1)OCC1=CC(=CC=C1)F 5-bromo-8-((3-fluorobenzyl)oxy)-1,2,3,4-tetrahydronaphthalene